C(C)OCC=1C=C2C(=CC=NC2=CC1)C(=O)O 6-(ethoxymethyl)quinoline-4-carboxylic acid